CC1(OB(OC1(C)C)C1C(C1)C#N)C 2-(4,4,5,5-tetramethyl-1,3,2-dioxaborolan-2-yl)cyclopropane-1-carbonitrile